NC1=C(C=C(C=C1)C=C(C(C(=CC1=CC(=C(C=C1)N)OC)C)=O)C)OC 1,5-bis(4-amino-3-methoxyphenyl)-2,4-dimethylpenta-1,4-dien-3-one